ClC1=CC=C(C=C1)[C@H](C)NC1=NC(=CC(=N1)NC1=NC=CN=C1)N1CCN(CC1)S(=O)(=O)C (9s)-(S)-N2-[1-(4-chlorophenyl)ethyl]-6-[4-(methylsulfonyl)piperazin-1-yl]-N4-(pyrazin-2-yl)pyrimidine-2,4-diamine